CC(C=CC1=CC=C(OCC(=O)O)C=C1)CCC=C(C)C 2-(4-(3,7-dimethyloct-1,6-dienyl)phenoxy)acetic acid